p-nitrophenyl sulfate C1=CC(=CC=C1[N+](=O)[O-])OS(=O)(=O)O